FC1=CC(=C(C=C1)[C@H]1[C@@H](O[C@]([C@@H]1C)(C(F)(F)F)C)C(=O)NC1=CC(=NC=C1)C(=O)N)OC 4-((2R,3S,4R,5R)-3-(4-fluoro-2-methoxyphenyl)-4,5-dimethyl-5-(trifluoromethyl)tetrahydrofuran-2-carboxamido)picolinamide